C(C)(C)(C)OC(=O)N(C)CC1=CC2=NC(=CC=C2N1)S(=O)(=O)CCC(=O)OC methyl 3-((2-(((tertbutoxycarbonyl)(methyl)amino)methyl)-1H-pyrrolo[3,2-b]pyridin-5-yl)sulfonyl)propanoate